acetyl-4-nitrobenzenesulfonimidoyl chloride C(C)(=O)C1=C(C=CC(=C1)[N+](=O)[O-])S(=O)(=N)Cl